C(C)OC(C1=NC=CC(=C1)C=1OC2=C(N1)C=C(C=C2)C(NC)=O)=O 4-(5-(Methylcarbamoyl)benzo[D]oxazol-2-yl)picolinic acid ethyl ester